CN(CCCNC1=C(C=CC=C1)S(=O)(=O)NC1=CC=C2[C@H]3[C@@H](COC2=C1C(=O)O)C3)C (1aS,7bR)-5-[2-(3-dimethylaminopropyl-amino)benzenesulfonylamino]-1,1a,2,7b-tetrahydrocyclopropa[c]chromene-4-carboxylic acid